ClC=1C=C2C(=CC(=NC2=CC1)C(F)(F)F)N[C@@H]1C[C@@H](CCC1)NC(=O)C=1C(=NN(C1)CF)C(F)F N-[(1R,3S)-3-[[6-chloro-2-(trifluoromethyl)-4-quinolyl]amino]cyclohexyl]-3-(difluoromethyl)-1-(fluoromethyl)pyrazole-4-carboxamide